((tetrahydrofuran-3-yl)methyl)-1H-indazole O1CC(CC1)CN1N=CC2=CC=CC=C12